N5-(3-(4-aminophenyl)propyl)-2-(furan-2-yl)-N5-methyl-[1,2,4]triazolo[1,5-a][1,3,5]triazine-5,7-diamine NC1=CC=C(C=C1)CCCN(C1=NC=2N(C(=N1)N)N=C(N2)C=2OC=CC2)C